C(C)(C)(C)OC(C#CC1=CC=2C(=NC=CC2)N1CC1CC1)=O 3-(1-(cyclopropylmethyl)-1H-pyrrolo[2,3-b]pyridin-2-yl)propynoic acid tert-butyl ester